1-(3-(4-Methoxyphenyl)-1,2,4-oxadiazol-5-yl)-N-(1-phenylpyrrolidin-3-yl)piperidine-4-carboxamide COC1=CC=C(C=C1)C1=NOC(=N1)N1CCC(CC1)C(=O)NC1CN(CC1)C1=CC=CC=C1